tert-butyl (S)-2-((tert-butoxycarbonyl)amino)-3-(6-cyano-1-methyl-1H-benzo[d]imidazol-2-yl)propanoate C(C)(C)(C)OC(=O)N[C@H](C(=O)OC(C)(C)C)CC1=NC2=C(N1C)C=C(C=C2)C#N